N'-hydroxy-N,N-dimethyl-acetamidine ON=C(C)N(C)C